C12(CC3CC(CC(C1)C3)C2)NCC=2N=C(SC2)CSC2=C3CN(C(C3=CC=C2F)=O)C2C(NC(CC2)=O)=O 3-(4-(((4-(((adamantan-1-yl)amino)methyl)thiazol-2-yl)methyl)thio)-5-fluoro-1-oxoisoindoline-2-yl)piperidine-2,6-dione